C(=CC1=CC=CC=C1)S(=O)(=O)O.CN(C)C trimethylamine styrenesulfonate